C(C1=CC=CC=C1)O[C@H](C)C1=NSC(=N1)C1=NC=C2N1C=CN=C2C (R)-3-(1-(benzyloxy)ethyl)-5-(8-methylimidazo[1,5-a]pyrazin-3-yl)-1,2,4-thiadiazole